3-(4-(5-((6-(3,5-dichloro-phenyl)-4-((4-((3-methyl-ureido)methyl)piperidin-1-yl)methyl)pyridin-2-yl)oxy)pyrimidin-2-yl)piperazin-1-yl)propanamide ClC=1C=C(C=C(C1)Cl)C1=CC(=CC(=N1)OC=1C=NC(=NC1)N1CCN(CC1)CCC(=O)N)CN1CCC(CC1)CNC(=O)NC